2-((3-hydroxyphenyl)amino)-N-(2-(phenylthio)phenyl)acetamide OC=1C=C(C=CC1)NCC(=O)NC1=C(C=CC=C1)SC1=CC=CC=C1